1-(trans-4-((4-(cyclopropylamino)-5-(trifluoromethyl)pyrimidin-2-yl)amino)cyclohexyl)-3-(2,2-difluoroethyl)-1-(5-(2-methoxypyrimidin-5-yl)pyridin-2-yl)urea C1(CC1)NC1=NC(=NC=C1C(F)(F)F)N[C@@H]1CC[C@H](CC1)N(C(=O)NCC(F)F)C1=NC=C(C=C1)C=1C=NC(=NC1)OC